γ-hydroxypropyl methacrylate C(C(=C)C)(=O)OCCCO